CC1=C(C=NC=2OCCNC21)NC2=C(C(NC=C2)=O)C(=O)NC=2C=C1CCC(NC1=CC2)=O 4-((8-methyl-2,3-dihydro-1H-pyrido[2,3-b][1,4]oxazin-7-yl)amino)-2-oxo-N-(2-oxo-1,2,3,4-tetrahydroquinolin-6-yl)-1,2-dihydropyridine-3-carboxamide